ethyl (E)-2-(methoxymethylene)-3-oxobutanoate CO\C=C(\C(=O)OCC)/C(C)=O